N-[(1R)-1-Cyclohexyl-2-hydroxyethyl]-6'-fluoro-2',3'-dihydrospiro[cyclopropane-1,1'-indene]-2-carboxamide C1(CCCCC1)[C@H](CO)NC(=O)C1CC12CCC1=CC=C(C=C21)F